N-(3-(2'-fluoro-[1,1'-biphenyl]-4-yl)propyl)-2-oxoindoline-5-carboxamide FC1=C(C=CC=C1)C1=CC=C(C=C1)CCCNC(=O)C=1C=C2CC(NC2=CC1)=O